5-chlorobenzo[h]isoquinoline-8-carboxylic acid ClC1=C2C=CN=CC2=C2C(=C1)C=C(C=C2)C(=O)O